2-[1-(pyridin-3-yl)azetidin-3-yl]-1-(2,3,4-trimethyl-5,7-dihydro-6H-pyrrolo[3,4-b]Pyridin-6-yl)ethanone N1=CC(=CC=C1)N1CC(C1)CC(=O)N1CC2=NC(=C(C(=C2C1)C)C)C